C1(CCC1)C(=O)N1CCC(CC1)(O)CN1C=NC2=C(C1=O)C=NN2C2=CC=CC=C2 5-[(1-cyclobutanecarbonyl-4-hydroxypiperidin-4-yl)methyl]-1-phenyl-1H,4H,5H-pyrazolo[3,4-d]pyrimidin-4-one